The molecule is a monocarboxylic acid anion resulting from the deprotonation of the carboxy group of steviolbioside. The major species at pH 7.3. It is a conjugate base of a steviolbioside. C[C@@]12CCC[C@@]([C@H]1CC[C@]34[C@H]2CC[C@](C3)(C(=C)C4)O[C@H]5[C@@H]([C@H]([C@@H]([C@H](O5)CO)O)O)O[C@H]6[C@@H]([C@H]([C@@H]([C@H](O6)CO)O)O)O)(C)C(=O)[O-]